(3-chloroimidazo[1,2-b]pyridazin-6-yl)-N-((1-fluorocyclohexyl)methyl)-7H-pyrrolo[2,3-d]pyrimidin-2-amine ClC1=CN=C2N1N=C(C=C2)C=2C1=C(N=C(N2)NCC2(CCCCC2)F)NC=C1